NC1=C(C=CC(=C1)Cl)C(=O)N1CCC(CC1)C=1C(=CN=C2NC(=NC12)C1CNCCO1)F (2-amino-4-chlorophenyl){4-[6-fluoro-2-(2-morpholinyl)-3H-1,3,4-triazainden-7-yl]-1-piperidyl}methanone